ClC1=CC=C(C=C1)C1(N=C(N=C1NC1=CC=CC=C1)C1=CC=CC=C1)O 4-(4-chlorophenyl)-2-phenyl-5-(phenylamino)-4H-imidazol-4-ol